N1=C(C=CC=C1)SSCCCC(=O)OCN1C(=O)NC(=O)C(=C1)F 1-(4-(Pyridin-2-yldithio)butanoyloxymethyl)-5-fluorouracil